FC(C(=O)O)(F)F.O1C(NC2=C1C=CC(=C2)NC2=NC(=NC=C2F)NC2=CC(=CC=C2)OC(F)(F)F)=O N4-(benzoxazolin-2-on-5-yl)-N2-(3-trifluoromethoxyphenyl)-5-fluoropyrimidine-2,4-diamine trifluoroacetate salt